BrC1=CC2=C(NC(C3N(C2=O)CCN(C3)CC(=O)C3=CC=C(C=C3)OC)=O)C=C1 8-bromo-2-(2-(4-methoxyphenyl)-2-oxoethyl)-1,3,4,12a-tetrahydrobenzo[e]pyrazino[1,2-a][1,4]diazepine-6,12(2H,11H)-dione